1-tert-butyldimethylsilyloxy-3-n-butyl-4-chloro-2,3-dihydro-isoindole [Si](C)(C)(C(C)(C)C)OC1NC(C2=C(C=CC=C12)Cl)CCCC